CN1C[C@@H](CCC1)NC=1OC2=C(N=C(N=C2)C2=C(C=C(C=C2)C(F)(F)F)O)N1 (R)-2-(2-((1-methylpiperidin-3-yl)amino)oxazolo[4,5-d]pyrimidin-5-yl)-5-(trifluoromethyl)phenol